1-(3-cyclopropyl-1-(6-(1-(2-hydroxyethyl)-1H-pyrazol-4-yl)-3,4-dihydroquinolin-1(2H)-yl)-5,6-dihydroimidazo[1,5-a]pyrazin-7(8H)-yl)ethan-1-one C1(CC1)C1=NC(=C2N1CCN(C2)C(C)=O)N2CCCC1=CC(=CC=C21)C=2C=NN(C2)CCO